FC1=C2C=C(NC2=CC=C1)C1=C(C(OC1C1=CC=CC=C1)=C=O)C(=O)NOC 4-(4-fluoro-1H-indol-2-yl)-N-methoxy-2-carbonyl-5-phenyl-2,5-dihydrofuran-3-carboxamide